C(C)(C)(C)S(=O)(=O)NC(C1=C(C=C(C(=C1)C1CC1)COCC1CC2(C1)CCN(CC2)C(CC)C2=CC(=CC(=C2)Cl)Cl)F)=O N-(tert-butylsulfonyl)-5-cyclopropyl-4-(((7-(1-(3,5-dichlorophenyl)propyl)-7-azaspiro[3.5]nonan-2-yl)methoxy)methyl)-2-fluorobenzamide